C(C)(C)(C)OC(=O)N1C(CNCC1)C1=NC(=NC2=C(C(=C(C=C12)OC)C1=C2C=NNC2=CC=C1C)OC1CC1)OC[C@H]1N(CCC1)C 8-cyclopropoxy-6-methoxy-7-(5-methyl-1H-indazol-4-yl)-2-(((S)-1-methylpyrrolidin-2-yl)methoxy)quinazolin-4-ylpiperazine-1-carboxylic acid tert-butyl ester